4-(2-Amino-2-methylpropanoyl)-N-(1-(4-(2-(3-(2-aminoethyl)azetidin-1-yl)propyl)phenyl)-2-oxo-1,2-dihydropyrimidin-4-yl)piperazine-1-carboxamide hydrochloride salt Cl.NC(C(=O)N1CCN(CC1)C(=O)NC1=NC(N(C=C1)C1=CC=C(C=C1)CC(C)N1CC(C1)CCN)=O)(C)C